N-[(E)-(4-chloro-3-methoxy-phenyl)methyleneamino]-2-methyl-propan-1-amine ClC1=C(C=C(C=C1)\C=N\NCC(C)C)OC